FC1=CC=C(C=C1)[C@@H]1N(CCC2=CC=CC=C12)C(=O)[C@@H]1OC[C@H](CC1)[N+](=O)[O-] ((S)-1-(4-fluorophenyl)-3,4-dihydroisoquinolin-2(1H)-yl)((2R,5S)-5-nitrotetrahydro-2H-pyran-2-yl)methanone